magnesium-aluminum-yttrium [Y].[Al].[Mg]